Cl.C1(=CC=CC=C1)C(N)C#N 2-Phenylglycinonitrile hydrochloride